C1N(CC12NCCC2)C2=NC=C(C=C2C#N)C2=NNC1=CC(=C(C=C21)O[C@H](C)C2=C(C=NC=C2Cl)Cl)OC 2-(2,5-diazaspiro[3.4]-octan-2-yl)-5-[5-[(1R)-1-(3,5-dichloro-4-pyridyl)ethoxy]-6-methoxy-1H-indazol-3-yl]pyridine-3-carbonitrile